C(C)OC=1C=CC=C2C(=CNC12)C=O 7-ETHOXYINDOLE-3-CARBOXALDEHYDE